(4R)-4-hydroxy-1-[(2'-methyl-1,1'-biphenyl-4-yl)carbonyl]-L-proline O[C@@H]1C[C@H](N(C1)C(=O)C1=CC=C(C=C1)C1=C(C=CC=C1)C)C(=O)O